3-(4-ethoxy-5-fluoropyridin-3-yl)azetidine-1-carboxylic acid tert-butyl ester C(C)(C)(C)OC(=O)N1CC(C1)C=1C=NC=C(C1OCC)F